ClC=1C=C2C(=NC(=NC2=C(C1C1=C(C=CC=C1O)F)F)NC1CN(CCC1)C1CC1)N1CCN(CC1)C(C=C)=O 1-(4-(6-chloro-2-(1-cyclopropyl-piperidin-3-ylamino)-8-fluoro-7-(2-fluoro-6-hydroxyphenyl)quinazolin-4-yl)piperazin-1-yl)prop-2-en-1-one